tert-butyl 4-(3-bromo-2-chloro-5-cyanophenyl)piperazine-1-carboxylate BrC=1C(=C(C=C(C1)C#N)N1CCN(CC1)C(=O)OC(C)(C)C)Cl